NC1=NN=C2N1N=C(N2N)N 3,6,7-triamino-7H-[1,2,4]-triazolo[4,3-b][1,2,4]triazole